C(C)(C)N1C(=NN2C(C1=O)=NC=C2C=2C=NNC2)C2=CN(C1=CC=CC=C21)C 3-Isopropyl-2-(1-methyl-1H-indol-3-yl)-7-(1H-pyrazol-4-yl)imidazo[2,1-f][1,2,4]triazin-4(3H)-one